CC(COCC(CCCC)C)CCCC mono-2-methylhexyl ether